(1R,3R)-3-{p-[(Carbamoylmethyl)aminocarbonyloxy]phenyl}dispiro[cyclohexane-1,3'-[1,2,4]trioxolane-5',2''-tricyclo[3.3.1.13,7]decane] C(N)(=O)CNC(=O)OC1=CC=C(C=C1)[C@H]1C[C@]2(OOC3(C4CC5CC(CC3C5)C4)O2)CCC1